ON=C(CCN1N=C(C=C1)C)N N'-hydroxy-3-(3-methyl-1H-pyrazol-1-yl)propanimidamide